3-[2-[4-(cyclopropanecarbonylamino)-2-(3,5-dimethylisoxazol-4-yl)phenoxy]ethyl-(2-hydroxyethyl)amino]propanoic acid C1(CC1)C(=O)NC1=CC(=C(OCCN(CCC(=O)O)CCO)C=C1)C=1C(=NOC1C)C